(2-(3,8-diazabicyclo[3.2.1]octan-3-yl)-7-(thiazol-2-yl)benzo[d]oxazol-4-yl)(piperidin-1-yl)methanone C12CN(CC(CC1)N2)C=2OC1=C(N2)C(=CC=C1C=1SC=CN1)C(=O)N1CCCCC1